1-(4-cyclopentyl-1-piperazinyl)-3,4-dimethylenehex-5-ene C1(CCCC1)N1CCN(CC1)CCC(C(C=C)=C)=C